C(CCCCCCCC)OC(CCC(=O)O)OCCCCCCCCC 4,4-bis(nonyloxy)butanoic acid